methyl 2-(chloromethyl)-3-[(3-ethylimidazol-4-yl)methyl]imidazo[4,5-b]pyridine-5-carboxylate ClCC1=NC=2C(=NC(=CC2)C(=O)OC)N1CC=1N(C=NC1)CC